2-methyl-isothiazolinon CN1SCC(C1)=O